FC(CCNC(O[C@H]1C[C@H](CC1)C1=CC(=NN1)NC(CC1=NC=C(N=C1)C)=O)=O)(F)F (1R,3S)-3-(3-{[(5-meth-ylpyrazin-2-yl)acetyl]-amino}-1H-pyrazol-5-yl)-cyclopentyl (3,3,3-tri-fluoropropyl)carbamate